N-((1R,2S)-2-((tert-Butyldimethylsilyl)oxy)cyclopentyl)-2-(4'-fluoro-2'-(4-methyl-4H-1,2,4-triazol-3-yl)-[1,1'-biphenyl]-3-yl)-7-(trifluoromethyl)benzo[d]oxazol-5-amine [Si](C)(C)(C(C)(C)C)O[C@@H]1[C@@H](CCC1)NC=1C=C(C2=C(N=C(O2)C=2C=C(C=CC2)C2=C(C=C(C=C2)F)C2=NN=CN2C)C1)C(F)(F)F